N-[3-chloro-4-(methylsulfonyl)phenyl]-N-(4-nitropyridin-2-yl)acetamide ClC=1C=C(C=CC1S(=O)(=O)C)N(C(C)=O)C1=NC=CC(=C1)[N+](=O)[O-]